OC(COC1=CC=C(C=C1)NC(=O)C=1C(N(C=CC1)C1=C(C=CC=C1)OCC(F)(F)F)=O)(C)C N-[4-(2-hydroxy-2-methylpropoxy)phenyl]-2-oxo-1-[2-(2,2,2-trifluoroethoxy)phenyl]-1,2-dihydropyridine-3-carboxamide